C(#N)C=1C(=C(C(=O)O)C(=CC1)F)C 3-cyano-6-fluoro-2-methylbenzoic Acid